Cl.Cl.N(=NC(C(=O)N)(C)C)C(C(=O)N)(C)C 2,2'-azobis[2-methylpropionamide] dihydrochloride